FC(CN1C(=NC=2C1=NC(=CC2)C2=CNC=1N=C(N=C(C12)NC)N[C@H]1[C@H](CN(CC1)C1COC1)F)C)F 5-(3-(2,2-difluoroethyl)-2-methyl-3H-imidazo[4,5-b]pyridin-5-yl)-N2-((3S,4R)-3-fluoro-1-(oxetan-3-yl)piperidin-4-yl)-N4-methyl-7H-pyrrolo[2,3-d]pyrimidine-2,4-diamine